1-iodo-1,1,3-trimethylhexane IC(CC(CCC)C)(C)C